8-(benzyloxy)-3-chlorospiro[benzo[c]chromen-6,3'-oxetane] C(C1=CC=CC=C1)OC=1C=CC2=C(C1)C1(COC1)OC1=CC(=CC=C21)Cl